C[C@@H]1CC2=NN3C(C(N(C[C@H]3C)C(C)C=3C=NC(=CC3)C(=C)C)=O)=C2CN1C(=O)OC(C)(C)C tert-butyl (3R,7R)-3,7-dimethyl-10-oxo-9-(1-(6-(prop-1-en-2-yl) pyridin-3-yl) ethyl)-3,4,7,8,9,10-hexahydropyrido[4',3':3,4]pyrazolo[1,5-a]pyrazine-2(1H)-carboxylate